6-(trifluoromethyl)pyridine-2-carbonyl chloride FC(C1=CC=CC(=N1)C(=O)Cl)(F)F